2,4,6-tripropenyloxytrifluoro-cyclotriphosphazene C(=CC)OP1(=NP(=NP(=N1)(OC=CC)F)(OC=CC)F)F